beta-hydroxyethyl-ammonium hydroxide [OH-].OCC[NH3+]